4-(3-(2,4-Dioxotetrahydropyrimidin-1(2H)-yl)phenyl)-3,6-dihydropyridine-1(2H)-carboxylic acid tert-butyl ester C(C)(C)(C)OC(=O)N1CCC(=CC1)C1=CC(=CC=C1)N1C(NC(CC1)=O)=O